(5-([1,1'-biphenyl]-3-yl)-5H-benzo[b]carbazol-2-yl)boronic acid C1(=CC(=CC=C1)N1C2=CC=C(C=C2C=2C=C3C(=CC12)C=CC=C3)B(O)O)C3=CC=CC=C3